C(C)(C)(C)OC(=O)N[C@@H](C(C)C)C(=O)N1CCN(CC1)C(=O)OC=1C=CC2=C(C1)OC(C=1C2N2N(CC1)C(N(C2=O)C2=CC=C(C=C2)C(C)=O)=O)(C)C 2-(4-Acetylphenyl)-7,7-dimethyl-1,3-dioxo-2,3,5,12b-tetrahydro-1H,7H-chromeno[4,3-c][1,2,4]triazolo[1,2-a]pyridazin-10-yl 4-((tert-butoxycarbonyl)-L-valyl)piperazine-1-carboxylate